CC=1C=CC(=C(C1)C1=CC=C(C=C1)CCC(CC)C1=NN=C(N1)C)C(=C)C 5'-methyl-3-(5-methyl-4H-1,2,4-triazol-3-yl)-4-pentyl-2'-(prop-1-en-2-yl)-[1,1-biphenyl]